C1(=CC=CC=C1)C=1C=C2C(=NC1C=O)NC=C2 5-PHENYL-1H-PYRROLO[2,3-B]PYRIDINE-6-CARBOXALDEHYDE